OCC(C)(C1=CC(=CC=C1)C(F)(F)F)NC(OC(C)(C)C)=O tert-butyl N-{1-hydroxy-2-[3-(trifluoromethyl)phenyl]propan-2-yl}carbamate